ClC1=CC=2N(C(N(C=3N=CC(=CC3C2C=C1)F)C(C)C)=O)C1=C(C=C(C=C1F)NCCNC)F 13-chloro-10-(2,6-difluoro-4-{[2-(methylamino)ethyl]amino}phenyl)-4-fluoro-8-(propan-2-yl)-6,8,10-triazatricyclo[9.4.0.02,7]pentadeca-1(11),2(7),3,5,12,14-hexaen-9-one